ClC1=CC=C(OC(ON=[N+](N(CC)CC)[O-])ON=[N+](N(CC)CC)[O-])C=C1 7-(4-chlorophenoxy)-3,11-diethyl-6,8-dioxa-3,4,5,9,10,11-hexaazatridec-4,9-diene 4,10-dioxide